8-hydroxy-7-(methylthio)-5-phenyl-3,3-dipropyl-2,3,4,5-tetrahydro-1,5-benzothiazepine 1,1-dioxide OC1=CC2=C(N(CC(CS2(=O)=O)(CCC)CCC)C2=CC=CC=C2)C=C1SC